C(=C)(C)C1=CC=C(C(C)(C)N=C=O)C=C1 p-isopropenyl-α,α-dimethylbenzyl isocyanate